N'-Boc-N'-methyl-ethylene-diamine C(=O)(OC(C)(C)C)N(CCN)C